C(C)(C)(C)OC(=O)N1CC2(CCCC2)C(CC1)CN1C(COCC1)=O 10-((3-oxomorpholinyl)methyl)-7-azaspiro[4.5]Decane-7-carboxylic acid tert-butyl ester